FC1=CC=C2[C@@H]([C@H](COC2=C1)OCCOC)N (3R,4S)-7-fluoro-3-(2-methoxyethoxy)chroman-4-amine